C1(CCCCC1)C[C@H](C(=O)NC1=CC=C(C(=O)O)C=C1)NC1CCCCC1 (R)-4-(3-cyclohexyl-2-(cyclohexylamino)propanamido)benzoic acid